rac-methyl (3S,4S,SR)-8-chloro-2-(4-(difluoromethyl)phenyl)-5,10,10-trihydroxy-6-methoxy-3-phenyl-2,3,4,5-tetrahydro-2,5-methanooxepino[3,2-c]pyridine-4-carboxylate ClC1=CC2=C(C(=N1)OC)[C@@]1([C@H]([C@H]([C@@](O2)(C1(O)O)C1=CC=C(C=C1)C(F)F)C1=CC=CC=C1)C(=O)OC)O |&1:9,12|